2-[3-(2-oxoethyl)phenyl]propanoic acid O=CCC=1C=C(C=CC1)C(C(=O)O)C